N-((2,4-dichloropyrimidin-5-yl)methyl)-N-methylacetamide ClC1=NC=C(C(=N1)Cl)CN(C(C)=O)C